CN(CCCC(=O)C(C(=O)N)CCCCCCCCCCCCCCCC)C 4-Dimethylaminobutyrylstearamide